ClC=1C(=NC(=NC1)N[C@H]1CN(CC1)C1=NC=NC2=CC(=CC=C12)NC(C=C)=O)OC (R)-N-(4-(3-((5-chloro-4-methoxypyrimidin-2-yl)amino)pyrrolidin-1-yl)quinazolin-7-yl)acrylamide